dibutyltin dithiolate S1SC(C=C1)C(=O)[O-].C(CCC)[Sn+2]CCCC.S1SC(C=C1)C(=O)[O-]